C(C)(C)(C)OC(=O)NC1=NC=CC(=C1)C(CCN(C(OC(C)(C)C)=O)C)OC1=C(C=CC(=C1)Cl)C#N tert-butyl (3-(2-((tert-butoxycarbonyl)amino) pyridin-4-yl)-3-(5-chloro-2-cyanophenoxy)propyl)(methyl)carbamate